2-fluoro-3-iodo-6-methyldibenzo[c,f][1,2]thiazepin-11(6H)-one 5,5-dioxide FC=1C(=CC2=C(C(C3=C(N(S2(=O)=O)C)C=CC=C3)=O)C1)I